CNCCNC(OC(C)(C)C)=O tert-Butyl (2-(methylamino)ethyl)carbamate